N1C=CC2=CC(=CC=C12)C=1N=NN(C1)CC1=CC=C(C=N1)C=1OC(=NN1)C(F)F 2-(6-((4-(1H-indol-5-yl)-1H-1,2,3-triazol-1-yl)methyl)pyridin-3-yl)-5-(difluoromethyl)-1,3,4-oxadiazole